(6-methoxy-3-(6-(4-methylpiperazin-1-yl)pyridin-3-yl)-1H-pyrazolo[4,3-b]pyridin-5-yl)-2,3-dihydro-1H-indene-1-carbonitrile COC=1C=C2C(=NC1C1(CCC3=CC=CC=C13)C#N)C(=NN2)C=2C=NC(=CC2)N2CCN(CC2)C